C(C)OC(\C=C\C(=O)C=1C(=NC=CC1Br)F)=O (E)-4-(4-bromo-2-fluoro-3-pyridinyl)-4-oxo-but-2-enoic acid ethyl ester